N-(3-chloro-4-(trifluoromethyl)phenyl)-2-(4-((1-(2-(2,6-dioxopiperidin-3-yl)-1,3-dioxoisoindoline-5-yl)azetidin-3-yl)ethynyl)-1H-pyrazol-1-yl)-2-methylpropionamide ClC=1C=C(C=CC1C(F)(F)F)NC(C(C)(C)N1N=CC(=C1)C#CC1CN(C1)C=1C=C2C(N(C(C2=CC1)=O)C1C(NC(CC1)=O)=O)=O)=O